OC[C@H](C1=CC=CC=C1)NC1=CC(=NC=C1C=1OC(=NN1)C(C)(C)O)NC1=CC=C2C(NN(C2=C1)C(C)C)=O (S)-6-((4-((2-hydroxy-1-phenylethyl)amino)-5-(5-(2-hydroxypropan-2-yl)-1,3,4-oxadiazol-2-yl)pyridin-2-yl)amino)-1-isopropyl-1,2-dihydro-3H-indazol-3-one